FC(C)(F)C1=NC=CC=C1 (1,1-difluoroethyl)pyridin